2-Amino-7-fluoro-4-(5-fluoro-3-((2S,3R)-3-hydroxy-2-methylpyrrolidin-1-yl)-7,9-dihydrofuro[3,4-f]quinazolin-6-yl)thieno[3,2-c]pyridine-3-carbonitrile NC1=C(C=2C(=NC=C(C2S1)F)C=1C2=C(C=3C=NC(=NC3C1F)N1[C@H]([C@@H](CC1)O)C)COC2)C#N